6-thioguanosine [C@@H]1([C@H](O)[C@H](O)[C@@H](CO)O1)N1C=NC=2C(=S)NC(N)=NC12